N'-[4-[N-(cyclobutoxy)-C-(trifluoromethyl)carbonimidoyl]-5-methoxy-2-methyl-phenyl]-N-ethyl-N-methyl-formamidine C1(CCC1)ON=C(C(F)(F)F)C1=CC(=C(C=C1OC)N=CN(C)CC)C